C(C)N(CCC)CC diethyl-monopropylamine